C(C)(C)(C)C1=NC(=CC=C1C)C(C)(C)C 2,6-di-tert-butylmethylpyridine